ethyl 3-methoxy-1H-pyrazole-4-carboxylate COC1=NNC=C1C(=O)OCC